S1C2=C(C=C1)C(=CC=C2)N2CCN(CC2)CC=2C=C1CN(C(C1=CC2)=O)N2C(NC(CC2)=O)=O 1-(5-((4-(Benzo[b]thiophen-4-yl)piperazin-1-yl)methyl)-1-oxoisoindolin-2-yl)dihydropyrimidine-2,4(1H,3H)-dione